FC(CC=1C=CC(=NC1C)C1=CC(=C2C=NC(=NN21)N[C@H]2[C@@H](COCC2)O)F)F (3S,4R)-4-((7-(5-(2,2-difluoroethyl)-6-methylpyridin-2-yl)-5-fluoropyrrolo[2,1-f][1,2,4]triazin-2-yl)amino)tetrahydro-2H-pyran-3-ol